[N+](=O)([O-])C1=CC=C(C=C1)NC(N)=S 3-(4-nitrophenyl)thiourea